(1S,2R,3S)-N-[7-chloro-6-[4-((3S,4S)-4-fluoro-3-methyl-tetrahydrofuran-3-yl)piperazin-4-ium-1-yl]-3-isoquinolinyl]-2-methyl-3-(2-pyridinyl)cyclopropanecarboxamide ClC1=C(C=C2C=C(N=CC2=C1)NC(=O)[C@H]1[C@@H]([C@@H]1C1=NC=CC=C1)C)N1CC[NH+](CC1)[C@]1(COC[C@H]1F)C